CC1=NN(N=C1)C1=NC2=NC=CC(=C2C=C1)B1OC(C(O1)(C)C)(C)C 2-(4-Methyl-2H-1,2,3-triazol-2-yl)-5-(4,4,5,5-tetramethyl-1,3,2-dioxaborolan-2-yl)-1,8-naphthyridine